C(=O)(OC(C)(C)C)N[C@@](CC1=CC=CC=C1)(C(=O)O)C Boc-α-methyl-L-phenylalanine